6-{3-[(trifluoromethyl)oxy]phenyl}pyrimidin-4-amine FC(OC=1C=C(C=CC1)C1=CC(=NC=N1)N)(F)F